1-(cyclopropyl-methyl)-8-(3-fluorophenyl)-8-methylamino-3-[2-(trifluoromethyl)-pyrimidin-5-yl]-1,3-diazaspiro[4.5]decan-2-one C1(CC1)CN1C(N(CC12CCC(CC2)(NC)C2=CC(=CC=C2)F)C=2C=NC(=NC2)C(F)(F)F)=O